Methyl 1-(7-cyano-5-isopropylbenzo[b]thiophen-2-yl)-3-methyl-1H-pyrazole-4-carboxylate C(#N)C1=CC(=CC2=C1SC(=C2)N2N=C(C(=C2)C(=O)OC)C)C(C)C